C(C)(=O)OCCN(CCC(=O)OC)CCC(=O)OC N-(2-acetoxyethyl)bis[2-(methoxycarbonyl)ethyl]amine